2-(bis(4-chlorophenyl)phosphoryl)-chroman-4-one ClC1=CC=C(C=C1)P(=O)(C1=CC=C(C=C1)Cl)C1OC2=CC=CC=C2C(C1)=O